FC1=C(C(=C2C=CNC2=C1F)S(=O)(=O)C)OC=1C=CC(=C(C1)C=1NC=C(N1)C1(CCOC2=C(C=CC=C12)OCC(=O)O)C)F 2-[4-[2-[5-[(6,7-difluoro-4-methylsulfonyl-1H-indol-5-yl)oxy]-2-fluoro-phenyl]-1H-imidazol-4-yl]-4-methyl-chroman-8-yl]oxyacetic acid